2-hydroxy-1-hydroxy-naphthalate OC1C(C2=CC=CC=C2C=C1)(C(=O)[O-])O